FC=1C=NC(=NC1)C=1C(=NN(C1C)C([2H])([2H])[2H])C(=O)O 4-(5-Fluoropyrimidin-2-yl)-5-methyl-1-(methyl-d3)-1H-pyrazole-3-carboxylic acid